FC=1C=C2C(=NN(C2=CC1)C)C(=O)N1[C@H]2CC=3C(=NN(C3C3=CC(=NN3C)C(F)(F)F)C)[C@@H]1CCC2 (5-Fluoro-1-methyl-1H-indazol-3-yl)((5R,9S)-2-methyl-3-(1-methyl-3-(trifluoromethyl)-1H-pyrazol-5-yl)-4,5,6,7,8,9-hexahydro-2H-5,9-epiminocycloocta[c]pyrazol-10-yl)methanone